ClC=1C=C(C=C(C1)Cl)C1(CC(=NO1)C1=NC=C(C2=C1C=CS2)C(=O)OC)C(F)(F)F methyl 4-[5-(3,5-dichlorophenyl)-4,5-dihydro-5-(trifluoromethyl)-3-isoxazolyl]-thieno[3,2-c]pyridine-7-carboxylate